ClC1=CC2=C(C=N1)C=C(N2COCC[Si](C)(C)C)C2=NC=NC(=C2)CC 2-[[6-chloro-2-(6-ethylpyrimidin-4-yl)pyrrolo[3,2-c]pyridin-1-yl]methoxy]ethyl-trimethyl-silane